FC(C(=O)NCCCCC(=O)[O-])(F)F 5-(2,2,2-trifluoroacetamido)pentanoate